difluoropyrrolo[1,2-a]indole FC1=C(C=2N(C=3C=CC=CC3C2)C1)F